3-(4-(aminomethyl)phenyl)-6-((1-(2-fluoro-4-(pyrimidin-5-yl)benzyl)-4-hydroxypiperidin-4-yl)methyl)-2-methyl-2,6-dihydro-7H-pyrazolo[4,3-d]pyrimidin-7-one dihydrochloride Cl.Cl.NCC1=CC=C(C=C1)C=1N(N=C2C1N=CN(C2=O)CC2(CCN(CC2)CC2=C(C=C(C=C2)C=2C=NC=NC2)F)O)C